4-(2-(Diisopropylamino)-6-(trifluoromethyl)pyrimidine-4-carboxamido)-2-methylbenzoic acid C(C)(C)N(C1=NC(=CC(=N1)C(=O)NC1=CC(=C(C(=O)O)C=C1)C)C(F)(F)F)C(C)C